(E)-3-(4-((E)-2-(2,4-dichlorophenyl)-1-(1H-indazol-5-yl)but-1-en-1-yl)phenyl)acrylic acid ClC1=C(C=CC(=C1)Cl)/C(=C(/C=1C=C2C=NNC2=CC1)\C1=CC=C(C=C1)/C=C/C(=O)O)/CC